(S)-3-((S)-sec-butyl)-4-((S)-3-methylpiperazine-1-carbonyl)-1,3,4,5-tetrahydro-2H-benzo[e][1,4]diazepin-2-one [C@H](C)(CC)[C@@H]1N(CC2=C(NC1=O)C=CC=C2)C(=O)N2C[C@@H](NCC2)C